(E)-N-(2-(2-aminoethoxy)ethyl)-3-(4-nitrophenyl)acrylamide NCCOCCNC(\C=C\C1=CC=C(C=C1)[N+](=O)[O-])=O